COC(C(CO)NC(C)C1=CC=C(C=C1)OC(F)F)=O 2-((1-(4-(difluoromethoxy)phenyl)ethyl)amino)-3-hydroxypropionic acid methyl ester